HEXYLCAPROAT C(CCCCC)OC(CCCCC)=O